2-[(1E,3E)-4-(6-fluoro-3-pyridinyl)but-1,3-dienyl]-6-methoxy-1,3-benzothiazole FC1=CC=C(C=N1)/C=C/C=C/C=1SC2=C(N1)C=CC(=C2)OC